3-(hydroxymethyl)azetidine-1-carboxylic acid tert-butyl ester C(C)(C)(C)OC(=O)N1CC(C1)CO